C(C)(=O)N[C@@H](CO)[C@H](O)C(=O)[C@@H](O)C 2-acetamido-2,6-dideoxy-L-lyxo-4-hexulose